NC1=C(C(=O)OC)C=C(C(=C1F)C1=CC=CC2=CC=CC(=C12)Cl)Cl methyl 2-amino-5-chloro-4-(8-chloronaphthalen-1-yl)-3-fluorobenzoate